NC1=CC=2N(N=C1CC1C(NCC(C1)(F)F)=O)C=C(N2)[C@H](C2CCC(CC2)(F)F)NC(OCC2=CC=CC=C2)=O Benzyl ((1S)-(7-amino-6-((5,5-difluoro-2-oxopiperidin-3-yl)methyl)imidazo[1,2-b]pyridazin-2-yl)(4,4-difluorocyclohexyl)methyl)carbamate